N1(CCCCC1)CC1=CC=C2C=CC(=NC2=C1O)N\N=C/C1=NC=CC=C1 (Z)-7-(Piperidin-1-ylmethyl)-2-(2-(Pyridin-2-ylmethylen)hydrazinyl)chinolin-8-ol